COC=1C=C(C=CC1)S(=O)(=O)C1=CC=C(C=2C1=[N+](ON2)[O-])[N+](=O)[O-] 4-(3-methoxy-phenylsulfonyl)-7-nitro-benzofurazan-3-oxide